2-[(1Z)-5-fluoro-2-methyl-1-[(naphthalen-2-yl)methylene]-1H-inden-3-yl]acetic acid FC=1C=C2C(=C(/C(/C2=CC1)=C/C1=CC2=CC=CC=C2C=C1)C)CC(=O)O